tert-butyl (S)-(1-(5-(6-(3-cyanopyrrolo[1,2-b]pyridazin-7-yl)-4-(isopropylamino) pyridin-3-yl)-1,3,4-thiadiazole-2-carbonyl)piperidin-3-yl)carbamate C(#N)C1=CC=2N(N=C1)C(=CC2)C2=CC(=C(C=N2)C2=NN=C(S2)C(=O)N2C[C@H](CCC2)NC(OC(C)(C)C)=O)NC(C)C